N-Boc-4-methoxy-1-oxo-1,3-dihydrospiro[indene-2,4'-piperidine] C(=O)(OC(C)(C)C)N1CCC2(CC1)C(C1=CC=CC(=C1C2)OC)=O